OC1=NC=C(C(=N1)O)C(=O)O 2,4-dihydroxy-5-pyrimidinecarboxylic acid